ClC1=NC=NC2=C1SC=1N=NC(=C(C12)C)C 8-chloro-3,4-dimethylpyrimido[4',5':4,5]Thieno[2,3-c]Pyridazine